IC1=CN=C(C2=C1N=C(N=C2)S(=O)C)NC(C2=CC=CC=C2)=O N-(8-iodo-2-(methylsulfinyl)pyrido[4,3-d]pyrimidin-5-yl)benzamide